Cl.FC1=CC(=NC=C1)C=1C=C(C=CC1C)NC(=O)N1[C@@H]2CN[C@H](C1)C2 (1S,4S)-N-[3-(4-fluoro-2-pyridyl)-4-methyl-phenyl]-2,5-diazabicyclo[2.2.1]heptane-2-carboxamide hydrochloride